N-(5,6-dimethyl-2-(piperazin-1-yl)pyrimidin-4-yl)-1H-indazol-5-amine CC=1C(=NC(=NC1C)N1CCNCC1)NC=1C=C2C=NNC2=CC1